4-[2-[[5-methyl-1-(2-naphthalenyl)-1H-pyrazol-3-yl]oxy]ethyl]morpholine CC1=CC(=NN1C1=CC2=CC=CC=C2C=C1)OCCN1CCOCC1